C(C=C)(=O)N1C[C@H](CCC1)OC=1N=C2C(=NC1)NC=C2C(=O)N[C@H](COC)C 2-{[(3S)-1-acryloylpiperidin-3-yl]oxy}-N-[(2S)-1-methoxy-propan-2-yl]-5H-pyrrolo[2,3-b]pyrazine-7-carboxamide